[Ta].[Ir].[Ti] titanium iridium-tantalum